tert-butyl 3,3-difluoro-4-((6-((5-isopropyl-1H-pyrazol-3-yl)amino)pyrazin-2-yl)oxy)piperidine-1-carboxylate FC1(CN(CCC1OC1=NC(=CN=C1)NC1=NNC(=C1)C(C)C)C(=O)OC(C)(C)C)F